isobutyl 3-(2-(dimethylamino)ethyl)-4-hydroxy-1H-indole-1-carboxylate CN(CCC1=CN(C2=CC=CC(=C12)O)C(=O)OCC(C)C)C